1-(ethoxy-ethylthio-phosphoryl)oxyethane C(C)OP(=O)(SCC)OCC